(tert-butoxycarbonyl)-3-azabicyclo[5.1.0]octane-7-carboxylic acid C(C)(C)(C)OC(=O)C12CNCCCC2(C1)C(=O)O